Cl[C@](C#N)(CCl)C (R)-2,3-dichloro-2-methylpropanenitrile